[3-(3-Chloropropoxy)phenyl]dimethylamin ClCCCOC=1C=C(C=CC1)N(C)C